C(C)OC(C(=C)[C@H](C1=C(C=C(C=C1F)OCCC(F)F)F)OC(C)=O)=O |r| (rac)-2-(acetoxy(4-(3,3-difluoropropoxy)-2,6-difluorophenyl)methyl)acrylic acid ethyl ester